C=1N=CN2C1C1=CC=CC=C1C2C2(CCCC=1C=CN=CC21)O 8-(5H-Imidazo[5,1-a]isoindol-5-yl)-5,6,7,8-tetrahydroisochinolin-8-ol